CC1=CC=CC(=N1)C1=NC=CC(=N1)NC1=NC(=NC=C1)NC1=CC=C(C=C1)CO (4-((4-((2-(6-methylpyridin-2-yl)pyrimidin-4-yl)amino)pyrimidin-2-yl)amino)phenyl)methanol